ClC=1C(=C2CCNCC2=C(C1)CCC1=C[C@H]([C@H]2[C@@H]1OC(O2)(C)C)N2C=CC1=C2N=CN=C1N)F 7-((3aS,4R,6aR)-6-(2-(6-chloro-5-fluoro-1,2,3,4-tetrahydroisoquinolin-8-yl)ethyl)-2,2-dimethyl-3a,6a-dihydro-4H-cyclopenta[d][1,3]dioxol-4-yl)-7H-pyrrolo[2,3-d]pyrimidin-4-amine